FC1(CC12CN(C2)C(CN2N=CC1=NC=C(C=C12)C1=CC(=C(C=C1)F)C(F)F)=O)F 1-(2,2-Difluoro-5-azaspiro[2.3]hexan-5-yl)-2-[6-[3-(difluoromethyl)-4-fluoro-phenyl]pyrazolo[4,3-b]pyridin-1-yl]ethanone